(3S)-3-{[5-(2-chloro-4-hydroxyphenyl)-1-trityl-1H-indazol-3-yl]carbamoyl}piperidine-1-carboxylic acid tert-butyl ester C(C)(C)(C)OC(=O)N1C[C@H](CCC1)C(NC1=NN(C2=CC=C(C=C12)C1=C(C=C(C=C1)O)Cl)C(C1=CC=CC=C1)(C1=CC=CC=C1)C1=CC=CC=C1)=O